4-[(4R,10bS)-4-methyl-8-[(3R)-3-aminopyrrolidin-1-yl]-3,4,6,10b-tetrahydro-1H-pyrazino[2,1-a]isoindol-2-yl]pyrazolo[1,5-a]pyridine-7-carbonitrile C[C@@H]1CN(C[C@H]2N1CC1=CC(=CC=C21)N2C[C@@H](CC2)N)C=2C=1N(C(=CC2)C#N)N=CC1